O=C1N[C@H]2[C@@H](OC1)CCN(C2)C(=O)N2CC1(C2)CC(C1)=CB(O)O ((2-((4aR,8aS)-3-oxooctahydro-2H-pyrido[4,3-b][1,4]oxazine-6-carbonyl)-2-azaspiro[3.3]heptan-6-ylidene)methyl)boronic acid